C1(CC1)C1=C(C(=NO1)C1=C(C=CC=C1Cl)Cl)COC1CCN(CC1)C1=CC=C(C=N1)C1=NN(C(=C1)C(=O)O)C 3-(6-(4-((5-cyclopropyl-3-(2,6-dichlorophenyl)isoxazol-4-yl)methoxy)piperidin-1-yl)pyridine-3-yl)-1-methyl-1H-pyrazole-5-carboxylic acid